O=C1NC(CCC1N1CC2=CC=CC(=C2C1=O)CC=O)=O 2-(2-(2,6-dioxopiperidin-3-yl)-3-oxoisoindolin-4-yl)acetaldehyde